N-[(2-acetyl-6-chloroisoindolin-4-yl)methylene]-2-methylpropan-2-sulfinamide C(C)(=O)N1CC2=CC(=CC(=C2C1)C=NS(=O)C(C)(C)C)Cl